N-(3-(difluoromethoxy)-1H-pyrazol-5-yl)-6-((3-(trifluoromethyl)piperidin-4-yl)oxy)pyrazin-2-amine FC(OC1=NNC(=C1)NC1=NC(=CN=C1)OC1C(CNCC1)C(F)(F)F)F